ethyl 4-(((2S,4S)-1-(tert-butoxycarbonyl)-2-(2-((tert-butyldimethylsilyl)oxy)ethyl)piperidin-4-yl)amino)-2,6-dichloro-7-(8-chloronaphthalen-1-yl)-8-fluoroquinoline-3-carboxylate C(C)(C)(C)OC(=O)N1[C@@H](C[C@H](CC1)NC1=C(C(=NC2=C(C(=C(C=C12)Cl)C1=CC=CC2=CC=CC(=C12)Cl)F)Cl)C(=O)OCC)CCO[Si](C)(C)C(C)(C)C